FC1=CC=C(C=C1)C(CNC1=CC(=NC=2N1N=CN2)C)N2CCOCC2 N-[2-(4-fluorophenyl)-2-(4-morpholinyl)ethyl]-5-methyl[1,2,4]triazolo[1,5-a]pyrimidin-7-amine